NC1=CC=C(OC2(CC=CC=C2)OC2=CC=C(C=C2)N)C=C1 4,4-bis(4-aminophenoxy)benzene